4-(3'-methyl-4'-(1H-1,2,3-triazol-5-yl)-[1,1'-biphenyl]-4-yl)-1H-1,2,3-triazole-5-carboxylic acid CC=1C=C(C=CC1C1=CN=NN1)C1=CC=C(C=C1)C=1N=NNC1C(=O)O